COC1=CC=2C(=C3C(=NC2C=C1COCCN1CCCC1)CCC3)NC3CCN(CC3)C3=CC=NC=C3 N-(7-methoxy-6-{[2-(pyrrolidin-1-yl)ethoxy]methyl}-1H,2H,3H-cyclopenta[b]quinolin-9-yl)-1-(pyridin-4-yl)piperidin-4-amine